C1(=CC=CC=C1)NC(=O)NS(=O)(=O)F phenylcarbamoyl-sulfamoyl fluoride